FC1=C(OC=2N=CC(=NC2)NC([C@@H](C)N2CC(N(CC2)C(=O)[C@@]2(CC=3N(CC2)N=CN3)O)(C)C)=O)C=CC(=C1)F (R)-N-(5-(2,4-difluorophenoxy)pyrazin-2-yl)-2-(4-((R)-7-hydroxy-5,6,7,8-tetrahydro-[1,2,4]triazolo[1,5-a]pyridine-7-carbonyl)-3,3-dimethylpiperazin-1-yl)propanamide